CC=1N=C2N(N=C(C=C2C)C=2N=C3N(C(C2)=O)C=C(S3)C3[C@@H]2CNC[C@H]32)C1 |r| 7-(2,8-dimethylimidazo[1,2-b]pyridazin-6-yl)-2-[rac-(1S,5R)-3-azabicyclo[3.1.0]hexan-6-yl]thiazolo[3,2-a]pyrimidin-5-one